tert-Butyl (1R,5S)-3-(7-(benzyloxy)-2'-(methylsulfinyl)-3,4,5',8'-tetrahydro-2H,6'H-spiro[naphthalene-1,7'-quinazolin]-4'-yl)-3,8-diazabicyclo[3.2.1]octane-8-carboxylate C(C1=CC=CC=C1)OC1=CC=C2CCCC3(CCC=4C(=NC(=NC4C3)S(=O)C)N3C[C@H]4CC[C@@H](C3)N4C(=O)OC(C)(C)C)C2=C1